ClC=1C=CC(=C(C1)C1=CC(=C(N=N1)C)NC1=CC(=NC=C1)NC(CN1CCN(CC1)CCNC)=O)F N-(4-{[6-(5-chloro-2-fluorophenyl)-3-methylpyridazin-4-yl]amino}pyridin-2-yl)-2-{4-[2-(methylamino)ethyl]piperazin-1-yl}acetamide